beta-furoate C1=COC(=C1)C(=O)O